[1-(fluoromethyl)cyclopropyl]-1-(2-methoxyethyl)-3-(5-methyl-1,3,4-thiadiazol-2-yl)-2-oxo-benzimidazole-5-sulfonamide FCC1(CC1)C1=C(C=CC=2N(C(N(C21)C=2SC(=NN2)C)=O)CCOC)S(=O)(=O)N